(N,N-Dimethyl-3-aminopropyl)-trimethoxysilane CN(CCC[Si](OC)(OC)OC)C